N1C(=NC=C1)CNC(=O)C1=NC2=CC=C(C=C2C(=N1)NCC1=CC(=CC=C1)Cl)C=1C(=NOC1C)C N-((1H-imidazol-2-yl)methyl)-4-((3-chlorobenzyl)amino)-6-(3,5-dimethylisoxazol-4-yl)quinazoline-2-carboxamide